C(C1=CC=CC=C1)OC=1C(=CC2=CC(=C(C=C2C1)OCC1=CC=CC=C1)Br)NC(=O)NC1=CC2=CC(=C(C=C2C=C1OCC1=CC=CC=C1)OCC1=CC=CC=C1)Br N,N'-bis[3,6-bis(benzyloxy)-7-bromonaphthalen-2-yl]urea